3-methyl-1H-indole-1-carboxylic acid tert-butyl ester C(C)(C)(C)OC(=O)N1C=C(C2=CC=CC=C12)C